[N+](=O)([O-])C1(N=CC=N1)CCCCCCN 2-nitroimidazolehexylamine